7-((3-fluoropyridin-2-yl)(2-oxa-6-azaspiro[3.3]heptan-6-yl)methyl)quinolin-8-ol FC=1C(=NC=CC1)C(C1=CC=C2C=CC=NC2=C1O)N1CC2(COC2)C1